C(=C)C1=CC=C(CN(C)C)C=C1 N-4-vinylbenzyl-N,N-dimethylamine